ClC1=NC(=NC(=N1)Cl)N1CCOCC1 4-(4,6-dichloro-1,3,5-triazin-2-yl)morpholin